2-ethyl-4-isobutyl-6-(piperazin-1-yl)benzonitrile hydrochloride Cl.C(C)C1=C(C#N)C(=CC(=C1)CC(C)C)N1CCNCC1